N-[(7S)-4-fluorobicyclo[4.2.0]octa-1,3,5-trien-7-yl]-N'-hydroxy-4-{[1-(1-hydroxycyclopropane-1-carbonyl)azetidin-3-yl]oxy}-1,2,5-oxadiazole-3-carboximidamide FC1=CC=C2C[C@@H](C2=C1)NC(=NO)C1=NON=C1OC1CN(C1)C(=O)C1(CC1)O